C(C)(C)(C)C=1C=C(C=C(C1)C(C)(C)C)[O-] 3,5-di-tert-butylphenolate